BrC=1C=CC=2N(C1)N=CC2NC2=NC=C(C(=N2)NC)C(F)(F)F N2-(6-bromopyrazolo[1,5-a]pyridin-3-yl)-N4-methyl-5-(trifluoromethyl)pyrimidine-2,4-diamine